Methyl (S)-4-(5-(((allyloxy)carbonyl)amino)-4-(2-(hydroxymethyl)piperidine-1-carbonyl)-2-methoxyphenoxy)butanoate C(C=C)OC(=O)NC=1C(=CC(=C(OCCCC(=O)OC)C1)OC)C(=O)N1[C@@H](CCCC1)CO